1-Benzenesulfonic acid C1(=CC=CC=C1)S(=O)(=O)O